sodium dodecylthiophene borate B([O-])([O-])[O-].C(CCCCCCCCCCC)C=1SC=CC1.[Na+].[Na+].[Na+]